(2R,3R)-3-((S)-5H-Imidazo[5,1-a]isoindol-5-yl)bicyclo[2.2.2]octan-2-ol C=1N=CN2C1C1=CC=CC=C1[C@@H]2[C@@H]2[C@@H](C1CCC2CC1)O